CS(=O)(=O)CN1N=CC(=C1)C1=CN2C(S1)=C(C=N2)C(=O)N 2-(1-((methylsulfonyl)methyl)-1H-pyrazol-4-yl)pyrazolo[5,1-b]thiazole-7-carboxamide